[2-fluoro-6-[1-(2-methoxyethyl)-5-methyl-pyrazol-4-yl]-3-pyridyl]boronic acid FC1=NC(=CC=C1B(O)O)C=1C=NN(C1C)CCOC